C(=CCCC)(C1=CC=CC=C1)C1=CC=CC=C1 1,1'-(1-pentenylidene)bis[benzene]